ClC=1C=C(C=C(C1)Cl)C=1C=CC=C2C(=C(C(OC12)=O)C(=O)[O-])C(C)C.[Li+] lithium 8-(3,5-dichlorophenyl)-4-isopropyl-2-oxo-2H-chromene-3-carboxylate